(S)-3-(1-(2'-hydroxy-4'-(methoxycarbonyl)-[1,1'-biphenyl]-4-yl)-2-oxo-1,2-dihydro-3H-imidazo[4,5-b]pyridin-3-yl)pyrrolidine-1-carboxylic acid tert-butyl ester C(C)(C)(C)OC(=O)N1C[C@H](CC1)N1C(N(C=2C1=NC=CC2)C2=CC=C(C=C2)C2=C(C=C(C=C2)C(=O)OC)O)=O